6-bromo-N-(5-cyano-4-((2-morpholinoethyl)amino)pyridin-2-yl)-5-formyl-1-isopropyl-1H-pyrrolo[3,2-b]pyridine-3-carboxamide BrC=1C=C2C(=NC1C=O)C(=CN2C(C)C)C(=O)NC2=NC=C(C(=C2)NCCN2CCOCC2)C#N